2'-amino-N,N-dimethyl-5'-(1-methyl-3-(pyridin-3-yl)-1H-pyrrolo[2,3-b]pyridin-5-yl)-[2,3'-bipyridine]-5-carboxamide NC1=NC=C(C=C1C1=NC=C(C=C1)C(=O)N(C)C)C=1C=C2C(=NC1)N(C=C2C=2C=NC=CC2)C